4-(2-(3-(2-methyl-1H-imidazol-1-yl)phenoxy)ethoxy)benzonitrile CC=1N(C=CN1)C=1C=C(OCCOC2=CC=C(C#N)C=C2)C=CC1